OCCNC1=NC(=NC(=N1)NCCCN(CCC(=O)OCCCCCCCCCCCCCC)CCC(=O)OCCCCCCCCCCCCCC)NCCCN(CCC(=O)OCCCCCCCCCCCCCC)CCC(=O)OCCCCCCCCCCCCCC tetrakis(tetradecyl) 3,3',3'',3'''-((((6-((2-hydroxyethyl)amino)-1,3,5-triazine-2,4-diyl)bis(azanediyl))bis(propane-3,1-diyl))bis(azanetriyl))tetrapropionate